3-[6-[3-(Hydroxymethyl)pyrrolidin-1-yl]-3-oxo-1H-isoindol-2-yl]piperidine-2,6-dione OCC1CN(CC1)C1=CC=C2C(N(CC2=C1)C1C(NC(CC1)=O)=O)=O